tert-Butyl 3-(3-bromobenzamido)-5-(2-fluoro-6-methoxyphenyl)-1H-pyrazolo[3,4-c]pyridine-1-carboxylate BrC=1C=C(C(=O)NC2=NN(C3=CN=C(C=C32)C3=C(C=CC=C3OC)F)C(=O)OC(C)(C)C)C=CC1